(S)-(1-cyclohexyl-2-((4-(1,2-dimethyl-6-oxo-1,6-dihydropyridin-3-yl)Phenyl)amino)-2-oxoethyl)carbamic acid tert-butyl ester C(C)(C)(C)OC(N[C@H](C(=O)NC1=CC=C(C=C1)C1=C(N(C(C=C1)=O)C)C)C1CCCCC1)=O